2-bromo-4-(tert-butyl)-N-(4-(tert-butyl)phenyl)-N-phenylaniline BrC1=C(N(C2=CC=CC=C2)C2=CC=C(C=C2)C(C)(C)C)C=CC(=C1)C(C)(C)C